(but-2-yn-1-yl)isobutyramide C(C#CC)C(C(=O)N)(C)C